BrC1=C(C=CC(=C1)OC(F)(F)F)Cl 2-bromo-1-chloro-4-(trifluoromethoxy)benzene